3-(3-Cyclobutylphenyl)-N-methylcyclobutan-1-amine trifluoroacetate salt FC(C(=O)O)(F)F.C1(CCC1)C=1C=C(C=CC1)C1CC(C1)NC